ClC1=CC(=C(CN2C(C=CC(=C2)C2=NC(=NC(=C2)C(F)(F)F)S(=O)C)=O)C=C1)F 1-(4-chloro-2-fluorobenzyl)-5-(2-(methylsulfinyl)-6-(trifluoromethyl)pyrimidin-4-yl)pyridin-2(1H)-one